The molecule is a fluorinated steroid, a glucocorticoid, an 11beta-hydroxy steroid, a 17alpha-hydroxy steroid, a 21-hydroxy steroid, a 20-oxo steroid, a 3-oxo-Delta(1),Delta(4)-steroid, a primary alpha-hydroxy ketone and a tertiary alpha-hydroxy ketone. It has a role as an anti-inflammatory drug. It derives from a hydride of a pregnane. C[C@@H]1C[C@H]2[C@@H]3C[C@@H](C4=CC(=O)C=C[C@@]4([C@]3([C@H](C[C@@]2([C@]1(C(=O)CO)O)C)O)F)C)F